C(C1=CC=CC=C1)N1C(=NC(=C1C(=O)OC(C)(C)C)C1=CC=CC=C1)C tert-butyl 1-benzyl-2-methyl-4-phenyl-1H-imidazole-5-carboxylate